N'-Benzyloxycarbonyl-L-Ornithin C(C1=CC=CC=C1)OC(=O)NCCC[C@H](N)C(=O)O